ClC=1C(=CC(=C(CC=2C(=NC(=NC2)NCC(F)(F)F)N)C1)C(C)C)OC 5-(5-chloro-2-isopropyl-4-methoxy-benzyl)-N2-(2,2,2-trifluoro-ethyl)-pyrimidine-2,4-diamine